2-(4-bromo-2-((hydroxyimino)-methyl)phenoxy)propanoate BrC1=CC(=C(OC(C(=O)[O-])C)C=C1)C=NO